1,2,2-trimethylcyclopentane CC1C(CCC1)(C)C